[Cl-].[Cl-].C[Si](=[Zr+2](C1C(=CC2=CC=C3C(=C12)C=CC=C3)C)C3(C(=C(C(=C3)C)C)C)C)C dimethyl-silanediyl-(tetramethyl-cyclopentadienyl)(2-methyl-benzindene-1-yl)zirconium dichloride